4-(4-(7-azaspiro[3.5]nonan-7-ylmethyl)benzylamino)-2-(2,6-dioxopiperidin-3-yl)isoindoline-1,3-dione C1CCC12CCN(CC2)CC2=CC=C(CNC1=C3C(N(C(C3=CC=C1)=O)C1C(NC(CC1)=O)=O)=O)C=C2